C(\C=C\C1=CC=CC=C1)N1CCN(CC1)C(=O)C1=CC(=C(C=C1)OCC)OCC [4-[(E)-Cinnamyl]piperazin-1-yl]-(3,4-diethoxy-phenyl)-methanone